tris[4-(N,N-diethylamino)butyl]amine C(C)N(CC)CCCCN(CCCCN(CC)CC)CCCCN(CC)CC